C(C)N1C=2C=NC=NC2NC(C1)=O 5-ethyl-5,8-dihydro-pteridin-7(6H)-one